hydroxypropyl-1,4,8,11-tetraazacyclotetradecane OCCCN1CCNCCCNCCNCCC1